OCC1=NC=CC(=C1)C1=NOC(=N1)[C@H](C)NC(=O)C=1N(N=C(C1)C(F)(F)F)C N-[(1S)-1-[3-[2-(hydroxymethyl)-4-pyridinyl]-1,2,4-oxadiazol-5-yl]ethyl]-2-methyl-5-(trifluoromethyl)pyrazole-3-carboxamide